N-(2-{4-[(aminosulfonyl)amino]hexahydropyridin-1-yl}-5-fluorophenyl)-8-(2,6-difluorophenyl)imidazo[3,2-a]pyrazine-6-carboxamide NS(=O)(=O)NC1CCN(CC1)C1=C(C=C(C=C1)F)NC(=O)C=1N=C(C=2N(C1)C=CN2)C2=C(C=CC=C2F)F